(4r,5s)-1-(3-(difluoromethyl)-4-fluorophenyl)-5-fluoro-3-(trifluoromethyl)-4,5,6,7-tetrahydro-1H-indol-4-ol FC(C=1C=C(C=CC1F)N1C=C(C=2[C@H]([C@H](CCC12)F)O)C(F)(F)F)F